C(C)(=O)OCC(=O)NNC(C1=C(C=C(C=C1)N1CCC(CC1)OC1=C(C=CC(=C1)F)Cl)OCOC)=O 2-(2-(4-(4-(2-chloro-5-fluorophenoxy)piperidin-1-yl)-2-(methoxymethoxy)benzoyl)hydrazinyl)-2-oxoethyl acetate